2-Ethyl-2-butenoic acid C(C)C(C(=O)O)=CC